4-vinylphenyldiphenyl-phosphine C(=C)C1=CC=C(C=C1)P(C1=CC=CC=C1)C1=CC=CC=C1